2-((2-mercaptoethyl)thio)propane-1-Thiol SCCSC(CS)C